Tri-n-dodecylphosphin C(CCCCCCCCCCC)P(CCCCCCCCCCCC)CCCCCCCCCCCC